FC=1C=CC(=NC1)OC=1C=CC(=NC1)C(C(=O)N)(C)[C@@H]1C[C@@H](CCC1)C1=CNC(C=C1)=O (5-((5-fluoropyridin-2-yl)oxy)pyridin-2-yl)-2-((1s,3R)-3-(6-oxo-1,6-dihydropyridin-3-yl)cyclohexyl)propanamide